1-methyl-2-((6-(thiazol-4-yl)benzo[d]oxazol-2-yl)amino)-1H-benzo[d]imidazole-5-carboxylic acid ethyl ester C(C)OC(=O)C1=CC2=C(N(C(=N2)NC=2OC3=C(N2)C=CC(=C3)C=3N=CSC3)C)C=C1